6-benzyloxy-10-chloro-2-methyl-[1,2,4]triazolo[5,1-a]isoquinoline-5-carboxylic acid C(C1=CC=CC=C1)OC1=C(N2C(C3=C(C=CC=C13)Cl)=NC(=N2)C)C(=O)O